NC=1N=NC(=CC1N1CC(N(CC1)C1=CC=CC=C1)C(=O)NCC1CCN(CC1)C(=O)OC(C)(C)C)Cl tert-butyl 4-((4-(3-amino-6-chloropyridazin-4-yl)-1-phenylpiperazine-2-carboxamido)methyl)piperidine-1-carboxylate